ClC=1N=C(N2N=C(N=CC21)S(=O)C)C2(CCC2)C 5-chloro-7-(1-methylcyclobutyl)-2-(methylsulfinyl)imidazo[5,1-f][1,2,4]triazine